myristyl-phenyl-dimethyl-ammonium chloride [Cl-].C(CCCCCCCCCCCCC)[N+](C)(C)C1=CC=CC=C1